CN(C(=O)C=1C(=C(C=CC1)C=1C=C2C(=NC1)NC[C@]21C[C@@](CC1)(C(=O)N)C)F)C (1R,3R)-5'-(3-(Dimethylcarbamoyl)-2-fluorophenyl)-3-methyl-1',2'-dihydrospiro[cyclopentane-1,3'-pyrrolo[2,3-b]pyridine]-3-carboxamide